CC1C2C(C(NC(C=3N(N1)C=C(C(C3)=O)C(=O)NCC3=C(C=C(C=C3F)F)F)=O)C)C2 2,11-dimethyl-7,9-dioxo-N-(2,4,6-trifluorobenzyl)-1a,2,3,7,9,10,11,11a-octahydro-1H-cyclopropa[g]pyrido[1,2-b][1,2,5]triazonine-6-carboxamide